tert-butyl 6-(2-amino-5-chloro-4-cyanophenyl)-3,4-dihydropyridine-1-carboxylate NC1=C(C=C(C(=C1)C#N)Cl)C1=CCCCN1C(=O)OC(C)(C)C